C12(CC3CC(CC(C1)C3)C2)CCN2CCN(CC2)CC2=C3C(N(C(=NC3=CC=C2)C)C2C(NC(CC2)=O)=O)=O 3-(5-((4-(2-((3r,5r,7r)-adamantan-1-yl)ethyl)piperazin-1-yl)methyl)-2-methyl-4-oxoquinazolin-3(4H)-yl)piperidine-2,6-dione